FC(C(=O)O)(F)F.NC1CCC(CC1)CN1C(\C(\C2=CC(=CC=C12)C(=O)NCC#C)=C/C=1NC(=C(C1C)C)C)=O (Z)-1-(((1r,4r)-4-aminocyclohexyl)methyl)-2-oxo-N-(prop-2-yn-1-yl)-3-((3,4,5-trimethyl-1H-pyrrol-2-yl)methylene)indoline-5-carboxamide trifluoroacetate salt